bromogermanium lead [Pb].Br[Ge]